BrC=1N=C(C(=NC1)N[C@@H]1CNCC1)OC 5-bromo-3-methoxy-N-[(3S)-pyrrolidin-3-yl]pyrazin-2-amine